C(C)C1(NC(NC1=O)=O)C1=C(C=C(C#N)C=C1)F 4-(4-ethyl-2,5-dioxoimidazolidin-4-yl)-3-fluorobenzonitrile